1-(4-methoxyphenyl)-3-(p-tolyl)propan-1-one COC1=CC=C(C=C1)C(CCC1=CC=C(C=C1)C)=O